Tert-Butyl 7-nitro-3,4-dihydroisoquinoline-2(1H)-carboxylate [N+](=O)([O-])C1=CC=C2CCN(CC2=C1)C(=O)OC(C)(C)C